bismuth phosphorus nitrogen carbon [C].[N].[P].[Bi]